6-benzyl-2-methyl-5,6,7,8-tetrahydro-2,6-naphthyridine C(C1=CC=CC=C1)N1CC=2C=CN(CC2CC1)C